2,5-Dioxopyrrolidin-1-yl (2S,5R)-6-(benzyloxy)-7-oxo-1,6-diazabicyclo[3.2.1]octane-2-carboxylate C(C1=CC=CC=C1)ON1[C@@H]2CC[C@H](N(C1=O)C2)C(=O)ON2C(CCC2=O)=O